C/C(=C\\COP(=O)(O)OP(=O)(O)O)/CC[C@@H]1C(=C)CC[C@H]2[C@]1(CCCC2(C)C)C The molecule is a copalyl diphosphate. It is a conjugate acid of a 5beta,9alpha,10alpha-labda-8(20),13-dien-15-yl diphosphate(3-). It is an enantiomer of a 5alpha,9alpha,10beta-labda-8(20),13-dien-15-yl diphosphate.